CC=1C=C(C(=O)NCCCCC)C=CC1S(NC1=C(C(=CC(=C1)C(F)(F)F)C(F)(F)F)C)(=O)=O 3-methyl-4-(N-(2-methyl-3,5-bis(trifluoromethyl)phenyl)sulfamoyl)-N-pentylbenzamide